FC1(CC(C1)N1N=CC(=C1)CN)F [1-(3,3-difluorocyclobutyl)pyrazol-4-yl]methylamine